[3-[tert-butyl-(dimethyl)silanyl]oxypropyl]-2-(3-chloro-4-methyl-6,7-dihydro-5H-pyrido[2,3-c]pyridazin-8-yl)thiazole-4-carboxylic acid methyl ester COC(=O)C=1N=C(SC1CCCO[Si](C)(C)C(C)(C)C)N1CCCC2=C1N=NC(=C2C)Cl